COC1=C(C=CC(=C1)CC=C)CC(=O)O.C(C)(=O)OC1=C(OC)C=C(CC=C)C=C1 EUGENYL ACETATE ((2-methoxy-4-prop-2-enylphenyl)acetate)